FC(C(C1=CC=C(C=C1)F)N1N=CC(=C1)C1=CN=CC(=N1)C1=C(C=2N(C=C1F)N=C(N2)N2C(=CC=C2C)C)C)(C)F 7-(6-(1-(2,2-difluoro-1-(4-fluorophenyl)propyl)-1H-pyrazol-4-yl)pyrazin-2-yl)-2-(2,5-dimethyl-1H-pyrrol-1-yl)-6-fluoro-8-methyl-[1,2,4]triazolo[1,5-a]pyridine